rac-1-((1s,3s)-3-(((tert-butyldiphenylsilyl)oxy)methyl)cyclobutyl)-4-(2,3-dichloro-6-((2-(trimethylsilyl)ethoxy)methoxy)phenyl)pyrrolidin-2-one [Si](C1=CC=CC=C1)(C1=CC=CC=C1)(C(C)(C)C)OCC1CC(C1)N1C(C[C@@H](C1)C1=C(C(=CC=C1OCOCC[Si](C)(C)C)Cl)Cl)=O |r|